FC=1C=C(C=CC1)[C@H](CNCCCC1CCC(CC1)OC)O (R)-1-(3-fluorophenyl)-2-((3-((1R,4S)-4-methoxycyclohexyl)propyl)amino)ethan-1-ol